ClC1=CC=C2C(=C1)NC(C21N(C(C=2N=C(N(C21)C(C)C)C=2C=NC(=CC2OC)OCCF)=O)C2=C(C=CC(=C2)Cl)C)=O 6-chloro-5'-(5-chloro-2-methylphenyl)-2'-(6-(2-fluoroethoxy)-4-methoxypyridin-3-yl)-3'-isopropyl-3'H-spiro[indoline-3,4'-pyrrolo[3,4-d]imidazole]-2,6'(5'H)-dione